(1S,2S)-1-(2-chloro-5-fluorophenyl)-1-(5,6-dimethylpyrazin-2-yl)propan ClC1=C(C=C(C=C1)F)[C@H](CC)C1=NC(=C(N=C1)C)C